C(C=C)OC1=CN=CC=2N=C(N=C(C21)N2CCC1(CCNC1)CC2)C2=CC=NC=C2 5-(allyloxy)-2-(pyridin-4-yl)-4-(2,8-diazaspiro[4.5]decan-8-yl)pyrido[3,4-d]pyrimidine